FC1=CC=C(C=C1)CC(=O)NC1N(CCCC1)C1=CC=C(C=C1)C(C(=O)NO)=C 2-(4-(2-(4-fluorophenyl)acetamidopiperidin-1-yl)phenyl)-N-hydroxyacrylamide